1,4,7-trimethylindene CC1C=CC2=C(C=CC(=C12)C)C